CC(C)C1=NN=C2N1C=C(C=C2)C2=CC=C(C=C2)S(=O)(=O)N2CCC(CC2)NC2=NC=C(C=C2)SC(F)(F)F N-(1-{4-[3-(propan-2-yl)-[1,2,4]triazolo[4,3-a]pyridin-6-yl]benzenesulfonyl}piperidin-4-yl)-5-[(trifluoromethyl)sulfanyl]pyridin-2-amine